ClC=1C=CC(=C(C1)CCN1C[C@H](NCC1)COC1=CC=C(C=C1)S(=O)(=O)C)OC (3S)-1-[2-(5-chloro-2-methoxyphenyl)ethyl]-3-[(4-methanesulfonylphenoxy)methyl]piperazine